C(C)(C)(C)OC([C@H](CCOP(=O)(OCCC#N)OCC[N+](C)(C)C)NC(=O)OCC1C2=CC=CC=C2C=2C=CC=CC12)=O [2-({[(3S)-4-(tert-butoxy)-3-{[(9H-fluoren-9-ylmethoxy)carbonyl]amino}-4-oxobutoxy](2-cyanoethoxy)phosphoryl}oxy)ethyl]trimethylazanium